2-(6-chloro-4-oxoquinazolin-3(4H)-yl)-N'-(4-fluorophenyl)acethydrazide tert-butyl-3-(((1,3-dihydroxypropan-2-yl)amino)methyl)azetidine-1-carboxylate C(C)(C)(C)OC(=O)N1CC(C1)CNC(CO)CO.ClC=1C=C2C(N(C=NC2=CC1)CC(=O)NNC1=CC=C(C=C1)F)=O